(4-(hydroxymethyl)-3-methylphenyl)boronic acid OCC1=C(C=C(C=C1)B(O)O)C